2-Methyl-6-(1-methyl-5-(((tetrahydro-2H-pyran-2-yl)oxy)methyl)-1H-pyrazol-4-yl)pyridin-3-ol CC1=NC(=CC=C1O)C=1C=NN(C1COC1OCCCC1)C